1-(3-chloro-5'-fluoro-2'-methoxy-3'-(2-(4-(1-methoxy-2-methylpropan-2-yl)piperazin-1-yl)pyridin-4-yl)-[1,1'-biphenyl]-4-yl)-3-methyl-1H-imidazol-2(3H)-one ClC=1C=C(C=CC1N1C(N(C=C1)C)=O)C1=C(C(=CC(=C1)F)C1=CC(=NC=C1)N1CCN(CC1)C(COC)(C)C)OC